C1(=CC=CC=C1)S(=O)(=O)C1=CC=C(S1)C(=O)NCC1=NC=C(N=C1)C 5-(benzenesulfonyl)-N-[(5-methylpyrazin-2-yl)methyl]thiophene-2-carboxamide